C[Si](CCOCN1C=CC2=CC=CC=C12)(C)C 1-[[2-(trimethylsilyl)ethoxy]methyl]-1H-indole